FC1=C(CN2[C@@H](CCC2=O)CC(=O)N[C@@H](C(C)C)C(=O)OCC2=CC=C(C=C2)[N+](=O)[O-])C=CC=C1F 4-Nitrobenzyl (2-((S)-1-(2,3-difluorobenzyl)-5-oxopyrrolidin-2-yl)acetyl)-L-valinate